8-(2-bromoethoxy)-1,4-dioxaspiro[4.5]decane BrCCOC1CCC2(OCCO2)CC1